COC(=O)C=1C(=NOC1C1=NC(=C(C=C1)NCC1=CC=C(C=C1)OC)C)C 5-(5-((4-methoxybenzyl)amino)-6-methylpyridin-2-yl)-3-methylisoxazole-4-carboxylic acid methyl ester